(4-methoxyphenyl)-propanoic acid COC1=CC=C(C=C1)C(C(=O)O)C